6-((2-methoxy-[1,1'-biphenyl]-3-yl)methyl)-7-(methylsulfonylamino)-5-azaspiro[2.4]heptane-5-carboxylic acid tert-butyl ester C(C)(C)(C)OC(=O)N1CC2(CC2)C(C1CC=1C(=C(C=CC1)C1=CC=CC=C1)OC)NS(=O)(=O)C